4-ethyl-3-(2-hydroxyethyl)piperazine C(C)N1C(CNCC1)CCO